diethyl-(N,N-bis(trimethylsilyl)amine) indium [In].C(C)C([Si](N[Si](C)(C)C)(C)C)CC